C(#N)C1=CC=C(OCC(C(=O)NC2=CC(=C(C=C2)C#N)C(F)(F)F)(C)O)C=C1 3-(4-cyanophenoxy)-N-(4-cyano-3-(trifluoromethyl)phenyl)-2-hydroxy-2-methylpropanamide